S1C(=NC2=C1C=CC=C2)C2=C(C(=C(C(=C2C2=CC=C(C=C2)N2C1=CC=CC=C1C=1C=C(C=CC21)C)C2=CC=C(C=C2)N2C1=CC=CC=C1C=1C=C(C=CC21)C)C2=CC=C(C=C2)N2C1=CC=C(C=C1C=1C=C(C=CC21)C)C)C2=CC=C(C=C2)N2C1=CC=CC=C1C=1C=C(C=CC21)C)C#N 4'-(benzo[d]thiazol-2-yl)-4-(3,6-dimethyl-9H-carbazol-9-yl)-4''-(3-methyl-9H-carbazol-9-yl)-5',6'-bis(4-(3-methyl-9H-carbazol-9-yl)phenyl)-[1,1':2',1''-terphenyl]-3'-carbonitrile